C1(=C(C(=CC=C1)C)C=O)C meta-xyleneformaldehyde